dodecylbis(2-hydroxyethyl)methyl-ammonium tert-butyl-2-(6-bromo-3-chloropyrazin-2-yl)hydrazine-1-carboxylate C(C)(C)(C)OC(=O)NNC1=NC(=CN=C1Cl)Br.C(CCCCCCCCCCC)[N+](C)(CCO)CCO